ClCC1=NC=C(C=N1)C=O 2-(CHLOROMETHYL)PYRIMIDINE-5-CARBALDEHYDE